FC(C(=O)O)(F)F.N1CC(C1)NS(=O)(=O)C(C)C N-(Azetidin-3-yl)-propane-2-sulfonamide 2,2,2-trifluoroacetate